3,4-diethyl-1,10-decanediamine C(C)C(CCN)C(CCCCCCN)CC